NC1=C(C(NC(N1)=S)=O)CCC 6-amino-5-n-propyl-2-thiouracil